ClC[C@H](CN1C(C2=CC=CC=C2C1=O)=O)O 2-((S)-3-chloro-2-hydroxypropyl)isoindoline-1,3-dione